4-[5-[(1S)-2-amino-1-hydroxyethyl]pyridin-2-yl]-3-[2-(3-methoxypyridin-2-yl)-6-methylpyridin-4-yl]oxybenzonitrile NC[C@@H](O)C=1C=CC(=NC1)C1=C(C=C(C#N)C=C1)OC1=CC(=NC(=C1)C)C1=NC=CC=C1OC